5-[3-[[3-fluoro-4-[(3-methoxyphenyl)methoxymethyl]phenyl]-carbamoyl]phenyl]-2-methyl-pyridine-3-carboxylic acid FC=1C=C(C=CC1COCC1=CC(=CC=C1)OC)NC(=O)C=1C=C(C=CC1)C=1C=C(C(=NC1)C)C(=O)O